C(C(C)C)C1=CC=CC=C1 iso-Butyl-benzene